FC1=C(C=2OC[C@@H](N3C=C(C(C(=C1)C32)=O)C(=O)O)C)N3CCN(CC3)C (2S)-7-fluoro-2-methyl-6-(4-methylpiperazin-1-yl)-10-oxo-4-oxa-1-azatricyclo[7.3.1.05,13]trideca-5(13),6,8,11-tetraene-11-carboxylic acid